ClC=1C=CC(=C(C1)C1=CC(=CN=N1)NC1=CC=NC2=CC(=CC=C12)C(=O)O[C@@H]1CN(CC1)C)F (3S)-1-methylpyrrolidin-3-yl 4-{[6-(5-chloro-2-fluorophenyl)pyridazin-4-yl]amino}quinoline-7-carboxylate